3-[[(1R)-1-[3,6-Dimethyl-2-(2-methylindazol-5-yl)-4-oxo-chromen-8-yl]-ethyl]amino]-6-methyl-pyridine-2-carboxylic acid CC1=C(OC2=C(C=C(C=C2C1=O)C)[C@@H](C)NC=1C(=NC(=CC1)C)C(=O)O)C1=CC2=CN(N=C2C=C1)C